2-(4-(6-fluoropyridin-3-yl)phenyl)-5-((isoquinoline-5-sulfonamido)methyl)pyrrolidine-1-carboxylate FC1=CC=C(C=N1)C1=CC=C(C=C1)C1N(C(CC1)CNS(=O)(=O)C=1C=2C=CN=CC2C=CC1)C(=O)[O-]